7-(dimethylphosphoryl)-1-(1-(2-fluoroprop-2-enyl)azetidin-3-yl)-3-(4-(trifluoromethyl)phenyl)-1,3-dihydro-2H-imidazo[4,5-b]pyridin-2-one CP(=O)(C)C1=C2C(=NC=C1)N(C(N2C2CN(C2)CC(=C)F)=O)C2=CC=C(C=C2)C(F)(F)F